(R)-1-(6-(5-(3-hydroxy-1-methyl-2-oxopyrrolidin-3-yl)isoxazol-3-yl)pyridin-2-yl)-1H-pyrazole-4-carboxamide O[C@@]1(C(N(CC1)C)=O)C1=CC(=NO1)C1=CC=CC(=N1)N1N=CC(=C1)C(=O)N